2-benzyl-2,6-diazaspiro[3.3]heptane dihydrochloride Cl.Cl.C(C1=CC=CC=C1)N1CC2(C1)CNC2